(oxan-4-yl)-7-(4,4,5,5-tetramethyl-1,3,2-dioxaborolan-2-yl)-[1,2,4]triazolo[1,5-a]pyridin-2-amine O1CCC(CC1)C1=CC(=CC=2N1N=C(N2)N)B2OC(C(O2)(C)C)(C)C